(1H-indazol-3-yl)ethan-1-one N1N=C(C2=CC=CC=C12)C(C)=O